BrC=1C(=C(C(=O)NC2=C(C=C(C(=C2)Cl)C(C#N)C2=CC=C(C=C2)Cl)C)C=C(C1)Br)OC 3,5-dibromo-N-(5-chloro-4-((4-chlorophenyl)(cyano)methyl)-2-methylphenyl)-2-methoxybenzamide